C1(=CC=CC=C1)S(=O)(=O)N1N=CC2=CC(=CC=C12)N 1-(phenylsulfonyl)-1H-indazol-5-amine